5-chloro-2-fluoro-4-(4,4,5,5-tetramethyl-1,3,2-dioxaborolan-2-yl)aniline piperidin-2-ylacetate N1C(CCCC1)CC(=O)O.ClC=1C(=CC(=C(N)C1)F)B1OC(C(O1)(C)C)(C)C